ClC=1C=C(C(=NC1)C(=O)NC=1C(=NC=C(C1)C(F)(F)F)NC)SCC 5-chloro-3-ethylsulfanyl-N-[2-(methylamino)-5-(trifluoromethyl)-3-pyridyl]pyridine-2-carboxamide